1-(4-(5-bromopyridin-3-yl)phenyl)indol-2-one BrC=1C=C(C=NC1)C1=CC=C(C=C1)N1C(CC2=CC=CC=C12)=O